C(#N)C=1C=CC(=NC1)C=1C=NC(=CC1NC1=NC(=CC=C1)C(C)(F)F)NC(C)=O N-(5-cyano-4'-((6-(1,1-difluoroethyl)pyridin-2-yl)amino)-[2,3'-bipyridyl]-6'-yl)acetamide